17-amino-6-hydroxy-12-isopropyl-6,15-bis(trifluoromethyl)-19-oxa-3,4,12,18-tetrazatricyclo[12.3.1.12,5]nonadeca-1(18),2,4,14,16-pentaen-13-one NC1=CC(=C2C(N(CCCCCC(C3=NN=C(C1=N2)O3)(C(F)(F)F)O)C(C)C)=O)C(F)(F)F